5-{[6-(1,3-benzothiazol-6-yl)-2-methylpyrimidin-4-yl]amino}-5,6,7,8-tetrahydronaphthalen S1C=NC2=C1C=C(C=C2)C2=CC(=NC(=N2)C)NC2C=1C=CC=CC1CCC2